C(=O)O.C(C)(=O)NC=1C=NN(C1)C1=C(C=C(C=C1)B(O)O)C1=CC=C2C(=CN=NC2=C1)N [4-(4-acetamidopyrazol-1-yl)-3-(4-aminocinnolin-7-yl)phenyl]boronic acid formic acid salt